1-(5-butylnonyl) 19-heptyl 9-isothiocyanatononadecanedioate N(=C=S)C(CCCCCCCC(=O)OCCCCC(CCCC)CCCC)CCCCCCCCCC(=O)OCCCCCCC